C(C)NC1=CC(=CC(=N1)C=1C=C2CN(C(C2=CC1)=O)C1C(NC(CC1)=O)=O)C 3-(5-(6-(ethylamino)-4-methylpyridin-2-yl)-1-oxoisoindolin-2-yl)piperidine-2,6-dione